OC(CCC=1C=NC=CC1CN1C(CC(C1)C1=CC(=C(C(=C1)F)F)F)=O)([2H])[2H] 1-((3-(3-hydroxypropyl-3,3-d2)pyridin-4-yl)methyl)-4-(3,4,5-trifluorophenyl)pyrrolidin-2-one